ClC1=CC=C(C[C@@H](NC(C(C)(C)C)=O)C(=O)O)C=C1 (R)-4-chloro-pivaloyl-phenylalanine